OC(CCCCCCCCC(=O)O)CCCCCCCC.[Li] Lithium 10-hydroxyoctadecanoic acid